COCOC1=C(C(=CC(=C1)C(F)(F)F)C)C=1N=NC2=C(C=CC=C2C1)C1CN(CCC1)C(=O)OC(C)(C)C tert-Butyl 3-{3-[2-(methoxymethoxy)-6-methyl-4-(trifluoromethyl)phenyl]cinnoline-8-yl}piperidine-1-carboxylate